CC1=C(C(=CC=C1)C)C(C)O 1-(2,6-dimethylphenyl)ethan-1-ol